BrC=1SC=C(N1)C[C@@H](C(=O)OC)NC(=O)OC(C)(C)C methyl (2S)-3-(2-bromo-1,3-thiazol-4-yl)-2-[(tert-butoxycarbonyl) amino]propanoate